(S)-N-((S)-1-(3-(difluoromethoxy)phenyl)ethyl)-2-methylpropane-2-sulfinamide FC(OC=1C=C(C=CC1)[C@H](C)N[S@@](=O)C(C)(C)C)F